1-[4-[[4-(2-hydroxyethoxy)phenyl]thio]phenyl]-1,2-propanedione 2-(O-acetyloxime) C(C)(=O)ON=C(C(=O)C1=CC=C(C=C1)SC1=CC=C(C=C1)OCCO)C